3-(3-(2-(((2-fluorobenzyl)oxy)methyl)-5-methylphenyl)-4-oxothiazolidin-2-ylidene)urea FC1=C(COCC2=C(C=C(C=C2)C)N2C(SCC2=O)=NC(N)=O)C=CC=C1